C(C)(C)N1N=C(C2=C1C=NN(C2=O)CC(=O)N[C@@H](C)C2=CC=C(C=C2)C(F)(F)F)C (S)-2-(1-Isopropyl-3-methyl-4-oxo-1,4-dihydro-5H-pyrazolo[3,4-d]pyridazin-5-yl)-N-(1-(4-(trifluoromethyl)phenyl)ethyl)acetamid